CS(=O)(=O)OC=1C=C(C=CC1)NC(NC1=CC(=CC=C1)OS(=O)(=O)C)=O bis-[3-(methylsulfonyloxy)phenyl]urea